6-(3,8-diazabicyclo[3.2.1]oct-3-yl)pyridine-3-carbonitrile C12CN(CC(CC1)N2)C2=CC=C(C=N2)C#N